2-Amino-5-isopropoxy-1-(3-((4-methoxybenzyl)oxy)-2,6-dimethylphenyl)-6-methyl-1H-pyrrolo[2,3-b]pyridine-3-carbonitrile NC1=C(C=2C(=NC(=C(C2)OC(C)C)C)N1C1=C(C(=CC=C1C)OCC1=CC=C(C=C1)OC)C)C#N